C(C)(C)(C)OC(=O)N1CC(CC1)NC 3-(methylamino)pyrrolidine-1-carboxylic acid (R)-tert-butyl ester